N1CC(C1)C(=O)N1CCN(CC1)C1=NC=C(C=N1)C=1C=C(C=2N(C1)N=CC2C#N)OC 6-(2-(4-(azetidine-3-carbonyl)piperazin-yl)pyrimidin-5-yl)-4-methoxypyrazolo[1,5-a]pyridine-3-carbonitrile